FC(OC([C@@H](N)CC1=CC=C(C=C1)[N+](=O)[O-])=O)(F)F O-(trifluoromethyl)4-nitro-L-phenylalanine